(1-Methyl-4,10-dihydrobenzo[b]pyrazolo[3,4-e][1,4]diazepin-5(1H)-yl)(pyridin-3-yl)methanone CN1N=CC2=C1NC1=C(N(C2)C(=O)C=2C=NC=CC2)C=CC=C1